N-ethyl-4-(4-(ethylcarbamoyl)-1-(1-phenylethyl)-1H-pyrazol-5-yl)-6-methyl-7-oxo-6,7-dihydro-1H-pyrrolo[2,3-c]pyridin-2-carboxamide C(C)NC(=O)C1=CC2=C(C(N(C=C2C2=C(C=NN2C(C)C2=CC=CC=C2)C(NCC)=O)C)=O)N1